C(#N)C1=CC=C(C=C1)C=1C=NN(C1OC)C1=CC=C(C=N1)S(=O)(=O)NC(C)=O N-((6-(4-(4-cyanophenyl)-5-methoxy-1H-pyrazol-1-yl)pyridin-3-yl)sulfonyl)acetamide